1,4-bis(tert-butyloxycarbonyl)piperazine-2-carboxylic acid C(C)(C)(C)OC(=O)N1C(CN(CC1)C(=O)OC(C)(C)C)C(=O)O